3,6,9,15-tetraazabicyclo[9.3.1]-pentadeca-1(15),11,13-triene-3,6,9-triacetic acid C1=2CN(CCN(CCN(CC(=CC=C1)N2)CC(=O)O)CC(=O)O)CC(=O)O